C(C)(C)(C)OC(=O)N1C(C2=C3C(C=CC=C13)=CC(=C2)C=2CN(CCC2)C(=O)OCC2=CC=CC=C2)=O.FC(CN(C(C2=C(C=CC(=C2)F)OC)=O)C(C)C)F N-(2,2-difluoroethyl)-5-fluoro-2-methoxy-N-(propan-2-yl)benzamide tert-Butyl-4-(1-((Benzyloxy)carbonyl)-1,2,5,6-tetrahydropyridin-3-yl)-2-oxobenzo[cd]indole-1(2H)-carboxylate